4-Fluoro-4-(5-((1S,5R)-3-(8-(trifluoromethoxy)quinolin-5-yl)-5-(trifluoromethyl)-3-azabicyclo[3.1.0]hexane-1-yl)-1,3,4-oxadiazol-2-yl)piperidine-1-carboxylic acid tert-butyl ester C(C)(C)(C)OC(=O)N1CCC(CC1)(C=1OC(=NN1)[C@@]12CN(C[C@]2(C1)C(F)(F)F)C1=C2C=CC=NC2=C(C=C1)OC(F)(F)F)F